(S)-2-((((9H-fluoren-9-yl)methoxy)carbonyl)amino)-3-methylbutanoic acid C1=CC=CC=2C3=CC=CC=C3C(C12)COC(=O)N[C@H](C(=O)O)C(C)C